ClC1=C(C=C(C=O)C=C1)[N+](=O)[O-] 4-chloro-3-nitrobenzaldehyde